α-chloro-p-methylacetophenone ClCC(=O)C1=CC=C(C=C1)C